CN(C=1C(C(C1NCC1=C(N=NS1)C)=O)=O)CC1=CC=C(C=C1)C1=NOC(=N1)C(F)(F)F 3-(methyl(4-(5-(trifluoromethyl)-1,2,4-oxadiazol-3-yl)benzyl)amino)-4-(((4-methyl-1,2,3-thiadiazol-5-yl)methyl)amino)cyclobut-3-ene-1,2-dione